γ-(N,N-dibutyl)aminopropyltriMethoxysilane C(CCC)N(CCCC)CCC[Si](OC)(OC)OC